FC=1C=NC(=CC1)C 3-fluoro-6-methylpyridin